3-(10-(benzyloxy)-2-methyl-4-oxo-5,6-dihydro-2H-2,6-methanobenzo[g][1,3,5]oxadiazocin-3(4H)-yl)-N-(benzyl)benzamide C(C1=CC=CC=C1)OC1=CC=CC=2C3NC(N(C(OC21)(C3)C)C=3C=C(C(=O)NCC2=CC=CC=C2)C=CC3)=O